4-[[3-[2,3-difluoro-4-(2-pyridyloxy)phenyl]imidazo[1,2-a]pyrazin-8-yl]amino]-2-ethyl-N-[3-[(3S)-3-(hydroxymethyl)piperazin-1-yl]-3-oxo-propyl]benzamide FC1=C(C=CC(=C1F)OC1=NC=CC=C1)C1=CN=C2N1C=CN=C2NC2=CC(=C(C(=O)NCCC(=O)N1C[C@H](NCC1)CO)C=C2)CC